3-hydroxy-2,2-dimethylpropionic acid OCC(C(=O)O)(C)C